N-[4-(trans-3-{[(3-Oxoisoindolin-5-yl)oxy]methyl}piperidin-4-yl)phenyl]methanesulfonamide Hydrochloride Cl.O=C1NCC2=CC=C(C=C12)OC[C@@H]1CNCC[C@H]1C1=CC=C(C=C1)NS(=O)(=O)C